F[C@@H]1COCC[C@H]1N1N=C2N=C(C=CC2=C1)C1=C(C=C(C=C1C)C(F)(F)F)O 2-(2-((3s,4R)-3-fluorotetrahydro-2H-pyran-4-yl)-2H-pyrazolo[3,4-b]pyridin-6-yl)-3-methyl-5-(trifluoromethyl)phenol